(2R,3S,4S)-4-hydroxy-2-(4-(oxazol-5-yl)benzyl)pyrrolidin-3-yl ((1-(difluoromethyl)-1H-pyrazol-4-yl)methyl)carbamate FC(N1N=CC(=C1)CNC(O[C@H]1[C@H](NC[C@@H]1O)CC1=CC=C(C=C1)C1=CN=CO1)=O)F